CC1=C(C=CC=C1C(F)(F)F)[C@@H](C)NC1=NN=CC2=CC=CC=C12 4-(((R)-1-(2-methyl-3-(trifluoromethyl)phenyl)ethyl)amino)phthalazin